1-Heptyl-1-methylpiperidinium cyanid [C-]#N.C(CCCCCC)[N+]1(CCCCC1)C